O1C=C(C=C1)C1=CC=CC=2N1N=C(N2)C(=O)N[C@H]2COC1=C(N(C2=O)C)C=CC=C1 |r| 5-(3-furyl)-N-[rac-(3S)-5-methyl-4-oxo-2,3-dihydro-1,5-benzoxazepin-3-yl]-[1,2,4]triazolo[1,5-a]pyridine-2-carboxamide